C(N)(OCC(C1=CN(C2=CC(=CC=C12)CNCC=1NC2=CC=CC=C2C1C1NC(C2=CC=C(C=C12)O)=O)CC=1N=CN(C1)C)C(C)(C)C)=O (tert-butyl 2-(6-((((3-(6-hydroxy-3-oxoisoindolin-1-yl)-1H-indol-2-yl) methyl) amino) methyl)-1-((1-methyl-1H-imidazol-4-yl) methyl)-1H-indol-3-yl) ethyl) carbamate